NC1C(COC1)C(=O)[O-] 4-aminotetrahydrofuran-3-carboxylate